BrC1=CN=C2C(=CC(=NC2=C1)OCC12CCCN2CCC1)N1C[C@H]2CC[C@@H](C1)N2C(=O)OC(C)(C)C tert-Butyl (1R,5S)-3-(7-bromo-2-((tetrahydro-1H-pyrrolizin-7a(5H)-yl)methoxy)-1,5-naphthyridin-4-yl)-3,8-diazabicyclo[3.2.1]octane-8-carboxylate